BrC1=CC=C2C(=N1)N=C(N2C(CO[Si](C)(C)C(C)(C)C)C)CCl 5-Bromo-1-(1-((tert-butyldimethylsilyl)oxy)prop-2-yl)-2-(chloromethyl)-1H-imidazo[4,5-b]pyridine